C(CCCCCCCC)C(CCCCCCCCC\C=C/C\C=C/CCCCC)N1CCCC1 1-[(11Z,14Z)-1-nonylicosa-11,14-dien-1-yl]pyrrolidine